2-Methyl-1-(quinolin-2-ylthio)-1-(2-(trifluoromethyl)pyridin-3-yl)propan-2-ol CC(C(C=1C(=NC=CC1)C(F)(F)F)SC1=NC2=CC=CC=C2C=C1)(C)O